8-cyclohexyl-9-(4-(4-(dimethoxymethyl)piperidin-1-yl)phenyl)-6,7-dihydro-5H-benzo[7]annulene-3-carboxylic acid C1(CCCCC1)C=1CCCC2=C(C1C1=CC=C(C=C1)N1CCC(CC1)C(OC)OC)C=CC(=C2)C(=O)O